4-(hydroxymethyl)-2-(1H-1,2,4-triazol-1-yl)benzonitrile OCC1=CC(=C(C#N)C=C1)N1N=CN=C1